CC1=C(SC=2N(C(C3(C(C21)=O)CCC3)=O)CC(OC3CCOCC3)C3=CC=CC=C3)C=3OC=CN3 methyl-2'-(oxazol-2-yl)-7'-(2-phenyl-2-((tetrahydro-2H-pyran-4-yl)oxy)ethyl)-4'H-spiro[cyclobutane-1,5'-thieno[2,3-b]pyridine]-4',6'(7'H)-dione